N-methyl-N-((S)-1-((S)-1-trityl-aziridine-2-carbonyl)pyrrolidine-3-carbonyl)-L-valine CN([C@@H](C(C)C)C(=O)O)C(=O)[C@@H]1CN(CC1)C(=O)C1[N@](C1)C(C1=CC=CC=C1)(C1=CC=CC=C1)C1=CC=CC=C1